BrC=1C(=CSC1)C1(CC1)C#N 1-(4-bromothiophen-3-yl)cyclopropanecarbonitrile